C1(CC1)C1=CC(=NN1)NC(C(C)C=1C=CC(=C(C1)C1=CC=C(C=C1)NC(\C=C\CN(C)C)=O)F)=O (E)-N-(5'-(1-((5-Cyclopropyl-1H-pyrazol-3-yl)amino)-1-oxopropan-2-yl)-2'-fluoro-[1,1'-biphenyl]-4-yl)-4-(dimethylamino)but-2-enamid